C1(=CC=CC=C1)S(=O)(=O)N1C=C(C=2C1=NC(=CC2)OCC2=CC=CC=C2)S(=O)(=O)Cl 1-(benzenesulfonyl)-6-benzyloxy-pyrrolo[2,3-b]pyridine-3-sulfonyl chloride